ON=C1CC(C1)C(=O)OCC ethyl 3-(hydroxyimino)cyclobutane-1-carboxylate